N1=C(NC2=C1C=CC=C2)NC(=O)[O-] Benzimidazolcarbamat